Cl.BrC1=C(C=CC=C1)NN 1-(2-bromophenyl)hydrazine hydrochloride